Methyl 2-(4,4-difluoropiperidin-1-yl)-6-methylpyrimidin-4-carboxylate FC1(CCN(CC1)C1=NC(=CC(=N1)C(=O)OC)C)F